1-N'-(4-fluorophenyl)-1-N-[4-[7-(1H-pyrrolo[2,3-b]pyridin-5-yl)quinolin-4-yl]oxyphenyl]cyclopropane-1,1-dicarboxamide FC1=CC=C(C=C1)NC(=O)C1(CC1)C(=O)NC1=CC=C(C=C1)OC1=CC=NC2=CC(=CC=C12)C=1C=C2C(=NC1)NC=C2